n-tetraeicosane CCCCCCCCCCCCCCCCCCCCCCCC